3-(triethoxysilyl)propyl-n-dodecyldimethyl-ammonium chloride [Cl-].C(C)O[Si](CCC[N+](C)(C)CCCCCCCCCCCC)(OCC)OCC